5-bromo-2-(2-(4,4-difluoropiperidin-1-yl)ethyl)-2H-indazole BrC1=CC2=CN(N=C2C=C1)CCN1CCC(CC1)(F)F